N[C@@H](C(=O)NC1=NC(=CC=C1)Br)C(C)C (R)-2-amino-N-(6-bromopyridin-2-yl)-3-methylbutanamide